(3-((3aR,4R,6R,6aS)-6-(4-amino-2-chloro-5-(1-methyl-1H-pyrazol-3-yl)-7H-pyrrolo[2,3-d]pyrimidin-7-yl)-2,2-dimethyltetrahydro-4H-cyclopenta[d][1,3]dioxol-4-yl)phenyl)methanol NC=1C2=C(N=C(N1)Cl)N(C=C2C2=NN(C=C2)C)[C@@H]2C[C@@H]([C@@H]1[C@H]2OC(O1)(C)C)C=1C=C(C=CC1)CO